BrC1=CC(=C(C=C1)S(=O)(=O)N1CCN(CC1)C(C(F)(F)F)=O)F 1-(4-((4-bromo-2-fluorophenyl)sulfonyl)piperazin-1-yl)-2,2,2-trifluoroethane-1-one